CS(=O)(=O)C1CCN(CC1)CC1=CC=C(C=C1)[C@H]1COC=2C(=NC=CC2)O1 (3S)-3-(4-{[4-(methylsulfonyl)piperidin-1-yl]methyl}phenyl)-2,3-dihydro[1,4]dioxino[2,3-b]pyridine